O=C1N(CC2=C(C=CC=C12)N(CCCCC(F)(F)F)C1CCC(CC1)NCCC(F)(F)F)C1C(NC(CC1)=O)=O 3-(1-oxo-4-{[(1s,4s)-4-[(3,3,3-trifluoropropyl)amino]cyclohexyl](5,5,5-trifluoropentyl)amino}-3H-isoindol-2-yl)piperidine-2,6-dione